C1=CC=C2C(=CC3=CC=CC4=CC=C1C2=C34)C(=C)B3OCCO3 2-(1-(pyren-4-yl)vinyl)-1,3,2-dioxaborolane